(3s,5s)-3-aminomethyl-6-(3-fluoro-phenyl)-5-methyl-hexanoic acid NC[C@H](CC(=O)O)C[C@@H](CC1=CC(=CC=C1)F)C